FC(S(=O)(=O)[O-])(F)F.FC(S(=O)(=O)O)(F)F.[Li+] Lithium trifluoromethanesulfonate trifluoromethanesulfonate